N-(6-(4-(2-(cyclopropylamino)-2-oxoethyl)piperazin-1-yl)-3H-spiro[benzofuran-2,4'-piperidin]-5-yl)pyrazolo[1,5-a]pyrimidine-3-carboxamide C1(CC1)NC(CN1CCN(CC1)C1=CC2=C(CC3(CCNCC3)O2)C=C1NC(=O)C=1C=NN2C1N=CC=C2)=O